7-naphthylamine C1=CC=CC2=CC=C(C=C12)N